BrC=1C(=NN(C1OC)C)COC[C@@H](C)N(C(OC(C)(C)C)=O)C tert-butyl N-[(1R)-2-[(4-bromo-5-methoxy-1-methyl-pyrazol-3-yl)methoxy]-1-methyl-ethyl]-N-methyl-carbamate